NC(CN1CCN(CCN(CCN(CC1)CP(=O)(O)O)CC(N)=O)CC1=[N+](C=CC2=CC=CC=C12)[O-])=O 1-((4,10-Bis(2-amino-2-oxoethyl)-7-(phosphonomethyl)-1,4,7,10-tetraazacyclododecan-1-yl)methyl)isochinolin-2-oxid